isopropyl (S)-6-diazo-2-((S)-2-isopropoxyhexanamido)-5-oxohexanoate [N+](=[N-])=CC(CC[C@@H](C(=O)OC(C)C)NC([C@H](CCCC)OC(C)C)=O)=O